CN(C)CCCCCNCCCCCN(C)C bis[5-(N,N-dimethylamino)-pentyl]amine